NCC(CN1N=CN(C1=O)C1=NC=C(C=C1C)C=1C=NN(C1)CC)=C(F)F 2-[2-(aminomethyl)-3,3-difluoro-allyl]-4-[5-(1-ethylpyrazol-4-yl)-3-methyl-2-pyridinyl]-1,2,4-triazol-3-one